COC1=NC=NC2=C1N(C=1C=CC(=CC21)C=2C=NN(C2)CCN(C)C)CC(F)(F)F 2-[4-[4-methoxy-5-(2,2,2-trifluoroethyl)pyrimido[5,4-b]indol-8-yl]pyrazol-1-yl]-N,N-dimethyl-ethanamine